C12(CC3CC(CC(C1)C3)C2)N(C(CCCCCC[NH-])C2=CC(=CC=C2)C2C(NC(CC2)=O)=O)C 7-((adamantan-1-yl)(methyl)amino)-N-(3-(2,6-dioxopiperidin-3-yl)phenyl)heptylamide